N-(2-hydroxy-3-lauryloxypropyl)dimethyl-dodecyl-ammonium chloride [Cl-].OC(C[N+](CCCCCCCCCCCC)(C)C)COCCCCCCCCCCCC